C(C)(=O)C=1C(=NC(=NC1)Cl)NC1CCCC1 5-acetyl-2-chloro-4-cyclopentylaminopyrimidine